NC[C@@H]1OC(CN(C1)C(=O)OC(C)(C)C)(C)C tert-butyl (6S)-6-(aminomethyl)-2,2-dimethylmorpholine-4-carboxylate